OC1(CC(C1)C(=O)N1CC2(C1)CC(C2)C2=C(C(=CC=C2)C(F)(F)F)C)C ((1s,3s)-3-hydroxy-3-methylcyclobutyl)(6-(2-methyl-3-(trifluoromethyl)phenyl)-2-azaspiro[3.3]hept-2-yl)methanone